C1(=CC=CC=C1)C(CCC12C(C=CC=C1)OCO2)=O 1-phenyl-3-(1,2-methylenedioxyphenyl)-1-propanone